5-amino-3-(7-((5-fluoro-2-methoxybenzamido)methyl)-1H-indazol-4-yl)-1H-pyrazole-4-carboxamide NC1=C(C(=NN1)C1=C2C=NNC2=C(C=C1)CNC(C1=C(C=CC(=C1)F)OC)=O)C(=O)N